FC1=NN(C2=NC(=CC=C21)NC(OC(C)(C)C)=O)CCC tert-butyl (3-fluoro-1-propyl-1H-pyrazolo[3,4-b]pyridin-6-yl)carbamate